4-Amino-1-(4-amino-2-fluorophenyl)-7-bromo-2-oxo-1,2-dihydroquinoline-3-carboxylic acid methyl ester COC(=O)C=1C(N(C2=CC(=CC=C2C1N)Br)C1=C(C=C(C=C1)N)F)=O